3-(4-cyano-2-(trifluoromethyl)phenoxy)-2,2-dimethylpropionic acid methyl ester COC(C(COC1=C(C=C(C=C1)C#N)C(F)(F)F)(C)C)=O